2,2-difluorocyclopropane-carboxylic acid FC1(C(C1)C(=O)O)F